[Na+].[Na+].P([O-])(=O)(OP(=O)([O-])O)OC[C@@H]1[C@H]([C@H]([C@@H](O1)N1C(=O)NC(=O)C=C1)O)O uridine diphosphate disodium salt